C1(CC1)[C@@H]1[C@H]([C@@H](CN(C1)C1=C2C(=NC=C1[N+](=O)[O-])CCC2)NC(OC(C)(C)C)=O)O tert-Butyl [(3R,4R,5S)-5-cyclopropyl-4-hydroxy-1-(3-nitro-6,7-dihydro-5H-cyclopenta[b]pyridin-4-yl)piperidin-3-yl]carbamate